BrC1=C(C=C(C(=C1)C=COC)F)F 1-bromo-2,4-difluoro-5-(2-methoxyvinyl)benzene